FC1=CC=C(C=C1)C1=NN(CC1C1=CC=CC=C1)C(=NS(=O)(=O)C=1C=NC=CC1)SC methyl 3-(4-fluorophenyl)-4-phenyl-N-(pyridin-3-ylsulfonyl)-4,5-dihydro-1H-pyrazole-1-carbimidothioate